5-Phenyl-N-{3-[6-(trifluoromethyl)-1H-benzo[d]imidazol-2-yl]phenyl}pyrimidin-2-amine C1(=CC=CC=C1)C=1C=NC(=NC1)NC1=CC(=CC=C1)C1=NC2=C(N1)C=C(C=C2)C(F)(F)F